N-[3-({[2-({4-[(1S)-1-aminoethyl]phenyl}amino)-5-(trifluoromethyl)pyrimidin-4-yl]amino}methyl)pyrazin-2-yl]-N-methylmethane-sulfonamide N[C@@H](C)C1=CC=C(C=C1)NC1=NC=C(C(=N1)NCC=1C(=NC=CN1)N(S(=O)(=O)C)C)C(F)(F)F